hydroxyhydroxystilbene OC=1C(=C(C=CC1)C=CC1=CC=CC=C1)O